C1=CC=C(C=C1)N=NC2=C(N=C(C=C2)N)N.Cl 2,6-diamino-3-phenylazopyridine Hydrochloride